2-(prop-1-en-2-yl)-N-(1-(3,4,5-trimethoxyphenyl)-1H-imidazol-4-yl)-6,7-dihydro-5H-cyclopenta[d]pyrimidin-4-amine C=C(C)C=1N=C(C2=C(N1)CCC2)NC=2N=CN(C2)C2=CC(=C(C(=C2)OC)OC)OC